ClC1=C(CNC(=O)C2C=3C=CC=NC3C(CC2)CC(=O)O)C(=CC(=C1)Cl)C 2-(5-((2,4-dichloro-6-meth-ylbenzyl)carbamoyl)-5,6,7,8-tetrahydroquinolin-8-yl)acetic acid